C(C)(=O)C1=NC2=CC=CC=C2C=N1 2-acetyl-quinazolin